N-phenyl-1-(4-methoxyphenyl)ethylamine C1(=CC=CC=C1)NC(C)C1=CC=C(C=C1)OC